methyl (S)-3-(6-(4-fluorophenyl)-1-mercapto-4H-benzo[f][1,2,4]triazolo[4,3-a][1,4]diazepin-4-yl)propionate FC1=CC=C(C=C1)C1=N[C@H](C=2N(C3=C1C=CC=C3)C(=NN2)S)CCC(=O)OC